C(=O)(OC(C)(C)C)NC1=NN(C(=N1)C(C)N1C(C2=CC=CC=C2C1=O)=O)C1=CC=C(C=N1)C#N 2-[1-[3-(N-Boc-amino)-1-(3-cyano-pyridin-6-yl)-1H-1,2,4-triazol-5-yl]ethyl]-1H-isoindole-1,3(2H)-dione